OC[C@H]1N(C[C@@H]([C@H]([C@@H]1O)O)O)CCC1=CC=C(C=C1)CCNC1=CC(=CC(=C1)C1=NC=CC=N1)OC (2R,3R,4R,5S)-2-(hydroxymethyl)-1-{2-[4-(2-{[3-methoxy-5-(pyrimidin-2-yl)phenyl]amino}ethyl)phenyl]ethyl}piperidine-3,4,5-triol